4-Benzenebutyric acid sodium salt [Na+].C1=CC=C(C=C1)CCCC(=O)[O-]